5-[2-(2-{2'-Methyl-[1,1'-biphenyl]-4-sulfonamido}phenyl)ethynyl]pyridin CC1=C(C=CC=C1)C1=CC=C(C=C1)S(=O)(=O)NC1=C(C=CC=C1)C#CC=1C=CC=NC1